COC(CN(C(=O)OC(C)(C)C)C=C)=O N-Boc-vinyl-glycine methyl ester